cis-[(3S)-3-(3,5-difluorophenyl)isoxazolidin-2-yl]-[3-(5-fluoroindazol-2-yl)cyclobutyl]methanone FC=1C=C(C=C(C1)F)[C@H]1N(OCC1)C(=O)[C@@H]1C[C@@H](C1)N1N=C2C=CC(=CC2=C1)F